C(C)(C)(C)OC(COCC(=O)O)=O 2-(2-(tert-butoxy)-2-oxoethoxy)acetic acid